ethyl 8-methoxy-2,4-dichloroquinoline-3-carboxylate COC=1C=CC=C2C(=C(C(=NC12)Cl)C(=O)OCC)Cl